4-(hexyl)thiophene C(CCCCC)C=1C=CSC1